4-[2-(2-{[(S)-3-methyl-1-piperidyl]methyl}-4-cyclopropyl-7-oxo-1,6-dihydro-1,6-diaza-6-indenyl)-6-cyclopropyl-4-pyridyl]-3-[1-(difluoromethyl)-2-imidazolyl]benzonitrile C[C@@H]1CN(CCC1)CC=1NC=2C(N(C=C(C2C1)C1CC1)C1=NC(=CC(=C1)C1=C(C=C(C#N)C=C1)C=1N(C=CN1)C(F)F)C1CC1)=O